bis(5-(azetidin-1-yl)-2-bromophenyl)dimethylgermane N1(CCC1)C=1C=CC(=C(C1)[Ge](C)(C)C1=C(C=CC(=C1)N1CCC1)Br)Br